5-(6-(4-(cyclopropylmethyl)piperazin-1-yl)-4-methylpyridin-3-yl)-N-((4,6-dimethyl-2-oxo-1,2-dihydropyridin-3-yl)methyl)-3-(N-ethylcyclopropanecarboxamido)-2-methylbenzamide C1(CC1)CN1CCN(CC1)C1=CC(=C(C=N1)C=1C=C(C(=C(C(=O)NCC=2C(NC(=CC2C)C)=O)C1)C)N(C(=O)C1CC1)CC)C